(R)-N-(3-(7-methyl-1H-indazol-5-yl)-1-(4-(1-methylpiperidin-4-yl)piperazin-1-yl)-1-oxopropane-2-yl)-4-(2-oxo-1,2-dihydro-quinolin-3-yl)piperidine-1-carboxamide hydrochloride Cl.CC=1C=C(C=C2C=NNC12)C[C@H](C(=O)N1CCN(CC1)C1CCN(CC1)C)NC(=O)N1CCC(CC1)C=1C(NC2=CC=CC=C2C1)=O